BrC=1C=CC2=C(CC(CC=3N2C(=NN3)[C@@H]3CC[C@H](CC3)C(F)(F)F)NC(C)C)C1 8-bromo-N-(propan-2-yl)-1-[trans-4-(trifluoromethyl)cyclohexyl]-5,6-dihydro-4H-[1,2,4]triazolo[4,3-a][1]benzazepin-5-amine